methyl (S)-2-(1-(2-ethyl-6-(1-methyl-5-(((4-oxo-1-propyl-1,4-dihydropyridazin-3-yl)oxy)methyl)-1H-1,2,3-triazol-4-yl)pyridin-3-yl)-5,5-difluoropiperidin-3-yl)acetate C(C)C1=NC(=CC=C1N1C[C@H](CC(C1)(F)F)CC(=O)OC)C=1N=NN(C1COC1=NN(C=CC1=O)CCC)C